tert-butyl (S,E)-(1-(3-chloro-5-((quinoxalin-6-ylmethylene)amino)pyridin-4-yl)pyrrolidin-3-yl)carbamate ClC=1C=NC=C(C1N1C[C@H](CC1)NC(OC(C)(C)C)=O)/N=C/C=1C=C2N=CC=NC2=CC1